OCCCCN(C(=O)C1=C(C2=C(S1)C=CC(=C2)C2=CN(C(C=C2)=O)C)C)CCN2CCN(CC2)C N-(4-hydroxybutyl)-3-methyl-5-(1-methyl-6-oxo-1,6-dihydropyridin-3-yl)-N-(2-(4-methylpiperazin-1-yl)ethyl)benzo[b]thiophene-2-carboxamide